CC(C(=O)OC=C)(CCCCCC)C vinyl 2,2-dimethylcaprylate